(1s,3s)-3-(7-methyl-1H-indazol-1-yl)cyclobutyl 4-nitrobenzoate [N+](=O)([O-])C1=CC=C(C(=O)OC2CC(C2)N2N=CC3=CC=CC(=C23)C)C=C1